N[C@H](C#N)CC1=C(C=C(C=C1)C=1SC2=C(N1)C=CC=C2)F (S)-2-amino-3-(4-(benzo[d]thiazol-2-yl)-2-fluorophenyl)propionitrile